BrC=1C=C(C(=O)Cl)C=CC1N1CCCC1 3-bromo-4-(pyrrolidine-1-yl)benzoyl chloride